N1C[C@@H](CC1)N1N=CC(=C1)C1=NC(=NC(=C1)C(F)(F)F)N1[C@H](CC1)CO [(2R)-1-[4-[1-[(3R)-pyrrolidin-3-yl]pyrazol-4-yl]-6-(trifluoromethyl)pyrimidin-2-yl]azetidin-2-yl]methanol